C(C)(C)(C)OC(=O)N[C@H](C(=O)O)C[C@H]1C(NCC1)=O (2S)-2-[(tert-butoxycarbonyl)amino]-3-[(3S)-2-oxopyrrolidin-3-yl]propanoic acid